(4R)-4-Benzyl-3-[(2S)-3-hydroxy-2-(4-{[tris(propan-2-yl)silyl]oxy}phenyl)propanoyl]-1,3-oxazolidin-2-one C(C1=CC=CC=C1)[C@H]1N(C(OC1)=O)C([C@H](CO)C1=CC=C(C=C1)O[Si](C(C)C)(C(C)C)C(C)C)=O